(S)-6-(((1-methoxyisoquinolin-5-yl)(1-(1-methylcyclopropyl)-1H-1,2,3-triazol-4-yl)methyl)amino)-4-((3,3,3-trifluoro-2,2-dimethylpropyl)amino)quinoline-3,8-dicarbonitrile COC1=NC=CC2=C(C=CC=C12)[C@@H](C=1N=NN(C1)C1(CC1)C)NC=1C=C2C(=C(C=NC2=C(C1)C#N)C#N)NCC(C(F)(F)F)(C)C